N1CC(C1)N1N=C(C2=NC=CC(=C21)P(C)(C)=O)C2=CCC(CC2)C(F)(F)F (1-(azetidin-3-yl)-3-(4-(trifluoromethyl)cyclohex-1-en-1-yl)-1H-pyrazolo[4,3-b]pyridin-7-yl)dimethylphosphine oxide